C(=O)=C1N(CCC1)C1=CC=C(C=C1)CC(=O)O 2-(4-(2-carbonylpyrrolidin-1-yl)phenyl)acetic acid